FC1(CCC(CC1)NC1=CC(=NC(=N1)C=1SC=C(N1)C)OC1CN(C1)C(=O)OC)F methyl 3-((6-((4,4-difluorocyclohexyl)amino)-2-(4-methylthiazol-2-yl)pyrimidin-4-yl)oxy)azetidine-1-carboxylate